C(CCCCCCC(C)C)ONCCC isodecyloxy-propylamine